((4R,5S)-2,2-dimethyl-5-(2-chloro-4-methylthiazol-5-yl)-1,3-dioxolan-4-yl)methylsulfamate CC1(O[C@@H]([C@H](O1)CNS([O-])(=O)=O)C1=C(N=C(S1)Cl)C)C